C(C)OC1=C(C=CC(=C1)O)NC(CN1C(NC(C(=C1)F)=O)=O)=O N-(2-ethoxy-4-hydroxyphenyl)-2-(5-fluoro-2,4-dioxo-3,4-dihydropyrimidin-1(2H)-yl)acetamide